P(=O)(O)(O)OC[C@@H]1[C@H]([C@@H]([C@H]([C@@H](O)O1)O)O)O 6-O-Phosphono-alpha-D-glucopyranose